COC([C@H](CC12CC(C1)C2)N)=O (2S)-2-amino-3-(1-bicyclo[1.1.1]pentyl)propionic acid methyl ester